C1=CC=CC=2C3=CC=CC=C3C(C12)COC(=O)N[C@H](C(=O)O)CC1=CC=C(C=C1)OCC(NCCOCCOCCOCCOCCOCCOCCOCCOC)=O (S)-2-((((9H-fluoren-9-yl)methoxy)carbonyl)amino)-3-(4-((27-oxo-2,5,8,11,14,17,20,23-octaoxa-26-azaoctacosan-28-yl)oxy)phenyl)propanoic acid